FC(OC1=C(C(=C(C=C1)CCN1N=CC2=CC=C(C=C12)C(=O)N)OC(F)(F)F)OC(F)(F)F)(F)F 1-(2-(tris(trifluoromethoxy)phenyl)ethyl)-1H-indazole-6-carboxamide